1-(2-chloro-4,6-difluorophenyl)-7-[(3R,4R)-3,4-dihydroxypyrrolidin-1-yl]-6-fluoro-4-oxo-1,4-dihydro-1,8-naphthyridine-3-carboxylic acid ClC1=C(C(=CC(=C1)F)F)N1C=C(C(C2=CC(=C(N=C12)N1C[C@H]([C@@H](C1)O)O)F)=O)C(=O)O